C(#N)CNC1(CC1)C#N 1-((cyanomethyl)amino)cyclopropan-1-nitrile